(5-chloro-1-tosyl-1H-pyrrolo[2,3-b]pyridin-3-yl)potassium trifluoroborate B(F)(F)F.ClC=1C=C2C(=NC1)N(C=C2[K])S(=O)(=O)C2=CC=C(C)C=C2